ClC1=NC(=CC(=N1)N1CC2(C(C2C1)C=O)C=1N(C=CC1)C)C(F)(F)F 3-(2-chloro-6-(trifluoromethyl)pyrimidin-4-yl)-1-(1-methyl-1H-pyrrol-2-yl)-3-azabicyclo[3.1.0]hexane-6-carbaldehyde